NC1=C2N=CN(C2=NC(=N1)Cl)[C@H]1[C@H]([C@@H]([C@H](O1)COC(C(=O)O)(C(=O)O)CC1=CC=C(C=C1)C(=O)OC)O)F 2-(((2R,3R,4S,5R)-5-(6-amino-2-chloro-9H-purin-9-yl)-4-fluoro-3-hydroxytetrahydrofuran-2-yl)methoxy)-2-(4-(methoxycarbonyl)benzyl)malonic acid